ClC1=CC=C(C=C1)CC[C@](C(C)(C)C)(O)CN1NC=NC1 |r| (RS)-1-p-chlorophenyl-4,4-dimethyl-3-(1H-1,2,4-triazol-2-ylmethyl)pentan-3-ol